2,3,3,4,4,5,5-heptafluoro-1-pentene FC(=C)C(C(C(F)F)(F)F)(F)F